Nonan-1,9-diamin C(CCCCCCCCN)N